BrC1=CC(=C(C=C1C)N1C(C2=C(CC1)C=NN2C)=O)C 6-(4-Bromo-2,5-dimethylphenyl)-1-methyl-1,4,5,6-tetrahydro-7H-pyrazolo[3,4-c]pyridin-7-one